The molecule is an oxooctadecadienoic acid that is 9,11-octadecadienoic acid in which the oxo group is located at position 13. It is an enone and an oxooctadecadienoic acid. CCCCCC(=O)C=CC=CCCCCCCCC(=O)O